(2R,3R,4S)-3-ethynyl-2-(6-(((4-methoxy-phenyl)diphenylmethyl)amino)-9H-purin-9-yl)-5-methylenetetrahydrofuran-3,4-diol C(#C)[C@@]1([C@@H](OC([C@H]1O)=C)N1C2=NC=NC(=C2N=C1)NC(C1=CC=CC=C1)(C1=CC=CC=C1)C1=CC=C(C=C1)OC)O